(2S,3S,4R,5R)-5-(2-([1,1'-biphenyl]-3-yl)-6-(benzylamino)-9H-purin-9-yl)-3,4-dihydroxyl-N-methyltetrahydrofuran-2-carboxamide C1(=CC(=CC=C1)C1=NC(=C2N=CN(C2=N1)[C@H]1[C@@H]([C@@H]([C@H](O1)C(=O)NC)O)O)NCC1=CC=CC=C1)C1=CC=CC=C1